1,4-Difluoro-2-methoxybenzene FC1=C(C=C(C=C1)F)OC